C(C=C)(=O)NC(C(C)C)S(=O)(=O)O acrylamido-2-methyl-1-propanesulphonic acid